P(=O)([O-])([O-])[O-].[Ca+2].C1=CC=CC2=CC=CC=C12.P(=O)([O-])([O-])[O-].[Ca+2].[Ca+2] naphthalene calcium phosphate